N-((1-(4-(6-methylimidazo[1,2-b]pyridazin-3-yl)pyridin-2-yl)piperidin-3-yl)methyl)methanesulfonamide CC=1C=CC=2N(N1)C(=CN2)C2=CC(=NC=C2)N2CC(CCC2)CNS(=O)(=O)C